2-Bromo-N-(4-chloro-3-methoxy-2,6-dimethyl-phenyl)thiazole-5-carboxamide BrC=1SC(=CN1)C(=O)NC1=C(C(=C(C=C1C)Cl)OC)C